8-iodoimidazo[1,2-a]quinoxalin-4(5H)-one IC1=CC=C2NC(C=3N(C2=C1)C=CN3)=O